(6-(2-aminobenzo[d]oxazol-5-yl)imidazo[1,2-a]pyridine-3-carbonyl)-L-alanine NC=1OC2=C(N1)C=C(C=C2)C=2C=CC=1N(C2)C(=CN1)C(=O)N[C@@H](C)C(=O)O